tert-Butyl (2-bromo-5-methylphenyl)carbamate BrC1=C(C=C(C=C1)C)NC(OC(C)(C)C)=O